(5-(8-fluoro-6-methyl-[1,2,4]triazolo[1,5-a]pyridin-2-yl)-8-(methylamino)-2,7-naphthyridin-3-yl)cyclopropanecarboxamide FC=1C=2N(C=C(C1)C)N=C(N2)C2=C1C=C(N=CC1=C(N=C2)NC)C2(CC2)C(=O)N